4-(((Z)-3-cyclopropyl-5-((Z)-5-methoxy-2-oxoindoline-3-ylidene)-4-oxothiazolidin-2-ylidene)amino)benzenesulfonamide C1(CC1)N1/C(/S\C(\C1=O)=C\1/C(NC2=CC=C(C=C12)OC)=O)=N/C1=CC=C(C=C1)S(=O)(=O)N